ClC1=CC=C(C(=N1)NC1=CC(=C(C=C1)F)Cl)[N+](=O)[O-] 6-chloro-N-(3-chloro-4-fluorophenyl)-3-nitropyridin-2-amine